O=C1OC2(CCNCC2)C2=CC(=CC=C12)B(O)O (3-oxo-3H-spiro[isobenzofuran-1,4'-piperidin]-6-yl)boronic acid